O=C1[C@@H](O[C@@H]([C@H]1O)CO)N1C=NC=2C(=O)NC(N)=NC12 oxo-2'-deoxyguanosine